CN1N=C(SC(C1=O)(C)C)N1N=CN=C1 4,6,6-trimethyl-2-(1H-1,2,4-triazol-1-yl)-4H-1,3,4-thiadiazin-5(6H)-one